BrC=1C=CC=2C3=CC=C(C=4C(=CC=C(C5=CC=C(C1C52)C(=O)O)C43)Br)C(=O)O 3,9-dibromoperylene-4,10-dicarboxylic acid